NC1(CC2=CC(=CC=C2CC1)OC1=C(C=CC=C1)C1=C(C(=CC=C1)Cl)F)C(=O)O 2-amino-7-((3'-chloro-2'-fluoro-[1,1'-biphenyl]-2-yl)oxy)-1,2,3,4-tetrahydronaphthalene-2-carboxylic acid